3-(4-methoxy-5-(1H-pyrazol-4-yl)pyrimidin-2-yl)-1-(3-methoxybenzyl)-8-(3,3,3-trifluoropropyl)-1,3,8-triazaspiro[4.5]decan-2-one COC1=NC(=NC=C1C=1C=NNC1)N1C(N(C2(C1)CCN(CC2)CCC(F)(F)F)CC2=CC(=CC=C2)OC)=O